N-[1-[5-fluoro-2-[(5-methylisothiazol-3-yl)amino]pyrimidin-4-yl]-3-methyl-indol-5-yl]prop-2-enamide FC=1C(=NC(=NC1)NC1=NSC(=C1)C)N1C=C(C2=CC(=CC=C12)NC(C=C)=O)C